COC([C@H](N)CC1=CC2=CC=CC=C2C=C1)=O 3-(naphthalen-2-yl)-D-alanine methyl ester